(Z)-N'-cyano-N-ethyl-6-[(2r,4s)-4-fluoro-2-[5-fluoro-3-(methylthio)phenyl]pyrrolidin-1-yl]imidazo[1,2-b]pyridazin-3-carboxamidine C(#N)\N=C(/NCC)\C1=CN=C2N1N=C(C=C2)N2[C@H](C[C@@H](C2)F)C2=CC(=CC(=C2)F)SC